ClCC(C)OP(=O)(OC(CCl)C)OC(CCl)C.ClC1=C(C(=CC=C1)Cl)NC1=C(C(=O)NC2=CC(=NN2C)C(F)(F)F)C=CC=C1 2-((2,6-dichlorophenyl)amino)-N-(1-methyl-3-(trifluoromethyl)-1H-pyrazol-5-yl)benzamide tris(1-chloro-2-propyl)phosphate